2-(8-(2-(1,3-dioxolan-2-yl)ethyl)-6,6a,7,8,9,10-hexahydro-5H-pyrazino[1',2':4,5]pyrazino[2,3-c]pyridazin-2-yl)phenol O1C(OCC1)CCN1CC2N(C=3C(=NN=C(C3)C3=C(C=CC=C3)O)NC2)CC1